(R)-8-(4,4-dimethylcyclohex-1-en-1-yl)-6-methoxy-N-(1-(oxazol-2-yl)ethyl)quinoline-3-carboxamide benzyl-1-methyl-2-oxo-pyrrolidine-3-carboxylate C(C1=CC=CC=C1)OC(=O)C1C(N(CC1)C)=O.CC1(CC=C(CC1)C=1C=C(C=C2C=C(C=NC12)C(=O)N[C@H](C)C=1OC=CN1)OC)C